8-amino-1,2,4a,5-tetrahydro-4H-benzo[b][1,4]oxazino[4,3-d][1,4]oxazin-9-carboxylic acid methyl ester COC(=O)C1=CC2=C(OCC3N2CCOC3)C=C1N